BrC=1C=C(C=CC1)N1C(N(C=C(C1=O)C(=O)O)C(C)C)=O 3-(3-bromophenyl)-1-isopropyl-2,4-dioxo-1,2,3,4-tetrahydropyrimidine-5-carboxylic acid